C(C)(C)C1=C(C=C(C=C1)OC)N1/C(/SCC1=O)=N/C(=O)NC1=C(C=C(C=C1)C1=NN(C=N1)C1=CC=C(C=C1)C(F)(F)F)C (Z)-1-(3-(2-isopropyl-5-methoxyphenyl)-4-oxothiazolidin-2-ylidene)-3-(2-methyl-4-(1-(4-(trifluoromethyl)phenyl)-1H-1,2,4-triazol-3-yl)phenyl)urea